N1(CCCCC1)S(=O)(=O)NC1=C(N=CS1)C(=O)O 5-[(piperidine-1-sulfonyl)amino]-1,3-thiazole-4-carboxylic acid